FC(C=1N=CC(=NC1)C=C1CC2(CN(C2)C(=O)OC(C)(C)C)C1)(F)F tert-butyl 6-[[5-(trifluoromethyl) pyrazin-2-yl] methylene]-2-azaspiro[3.3]heptane-2-carboxylate